[NH3+]C1=C(C(=O)O)C=CC=C1 ammoniobenzoic acid